5,5-DIMETHYL-2-OXO-3-CYCLOPENTENE-1-CARBOXYLATE CC1(C=CC(C1C(=O)[O-])=O)C